2-[(2S,4R,5S)-1-(2,4-dichlorophenyl)-5-hydroxy-2,6,6-trimethylheptan-4-yl]-2,4-dihydro-3H-1,2,4-triazol-3-thione ClC1=C(C=CC(=C1)Cl)C[C@@H](C[C@H]([C@H](C(C)(C)C)O)N1N=CNC1=S)C